CN(NC(CCC(=O)O)=O)C Succinic Acid 2,2-Dimethylhydrazide